ClC=1C=C(C=C(C1OC)Cl)B(O)O 3,5-DICHLORO-4-METHOXYPHENYLBORONIC ACID